1,2-cycloHexanedimethanol Palladium (ii) dichloride [Pd](Cl)Cl.C1(C(CCCC1)CO)CO